(6-(4-fluoro-2-(2-(1,3,5-trimethyl-1H-pyrazol-4-yl)ethoxy)phenyl)-[1,2,4]triazolo[4,3-a]pyridin-3-yl)methanamine FC1=CC(=C(C=C1)C=1C=CC=2N(C1)C(=NN2)CN)OCCC=2C(=NN(C2C)C)C